S(=O)(=O)(O)CCN[C@@H](CC(=O)O)C(=O)O N-(2-sulfoethyl)aspartic acid